8-fluoro-2,5-dimethyl-3,4-dihydro-2H-pyrano[2,3-b]quinoline FC1=CC=C2C(=C3C(=NC2=C1)OC(CC3)C)C